6-Chloro-N-(5-chloro-2-fluoro-4-((1-methyl-1H-pyrazol-3-yl)oxy)phenyl)pyrido[3,2-d]pyrimidin-4-amine ClC=1C=CC=2N=CN=C(C2N1)NC1=C(C=C(C(=C1)Cl)OC1=NN(C=C1)C)F